C(#N)C1=CC(=C(COC2=CC=CC(=N2)C2=CC(=C(CC3=NC4=C(N3CC35N(CC(C3)C5)C(=O)OC(C)(C)C)C=C(C=C4)C(=O)OC)C=C2F)F)C=C1)F tert-Butyl 1-((2-(4-(6-((4-cyano-2-fluorobenzyl)oxy)pyridin-2-yl)-2,5-difluorobenzyl)-6-(methoxycarbonyl)-1H-benzo[d]imidazol-1-yl)methyl)-2-azabicyclo[2.1.1]hexane-2-carboxylate